C12CCC(C3C4C5C6CCC(C5C(C13)C4)C6)C2 perhydro-1,4:5,8:9,10-trimethanoanthracene